N1=CNC2=NC=CC(=C21)C=2C=NN(C2)C2=CC=C(C=N2)C(C(F)(F)F)(CN2CCOCC2)O 2-(6-(4-(3H-imidazo[4,5-b]pyridin-7-yl)-1H-pyrazol-1-yl)pyridin-3-yl)-1,1,1-trifluoro-3-morpholinopropan-2-ol